BrC=1N=C(SC1)C[C@@H](C(=O)OC)NC(=O)OC(C)(C)C methyl (2S)-3-(4-bromo-1,3-thiazol-2-yl)-2-[(tert-butoxycarbonyl) amino]propanoate